1-(((1S,2R,5S)-6,6-dimethylbicyclo[3.1.1]heptan-2-yl)methyl)-5-methyl-4-(tributylstannyl)-1H-1,2,3-triazole CC1([C@H]2CC[C@H]([C@@H]1C2)CN2N=NC(=C2C)[Sn](CCCC)(CCCC)CCCC)C